C(C)(C)(C)OC(=O)N(C(C(=O)O)C1CCCC1)C 2-[tert-butoxycarbonyl(methyl)amino]-2-cyclopentyl-acetic acid